CSC=1C(=NC=CC1)C#N 3-methylsulfanyl-pyridine-2-carbonitrile